CC1=CC=C(C(=O)OC2C(OCC2)(COC(C2=CC=C(C=C2)C)=O)C#C)C=C1 2-ethynyl-2-(((4-methylbenzoyl)oxy)methyl)tetrahydrofuran-3-yl 4-methylbenzoate